FC1=C(C=CC(=C1)[N+](=O)[O-])C1C(CN(CC1)C(=O)OC(C)(C)C)O tert-butyl 4-(2-fluoro-4-nitro-phenyl)-3-hydroxy-piperidine-1-carboxylate